1-(bromomethyl)-4-methoxy-2-methylbenzene BrCC1=C(C=C(C=C1)OC)C